1-(Prop-2-ynyl)-oxazolidine-2-one C#CCN1CCOC1=O